C(C)(C)(C)OC(=O)NCCOC=1C=C(C(=O)OC)C=CC1C methyl 3-(2-((tert-butoxycarbonyl)amino) ethoxy)-4-methylbenzoate